ClC1=C(C=C(OC=2C=C(\C=C/3\C(=C(C4=CC(=CC=C34)F)CC(=O)O)C)C=CC2)C=C1)OC (Z)-2-(1-(3-(4-Chloro-3-methoxyphenoxy)benzylidene)-5-fluoro-2-methyl-1H-inden-3-yl)acetic acid